C(C)(C)(C)OC(=O)N1CCN(CC1)C1=NC=NC2=CC=C(C=C12)C=1C=NC(=C(C1)SS(=O)(=O)C1=C(C=C(C=C1)F)F)OC 4-(6-(5-(((2,4-difluorophenyl)sulfonyl)thio)-6-methoxypyridin-3-yl)quinazolin-4-yl)piperazine-1-carboxylic acid tert-butyl ester